5-(4-amino-2,6-dichlorophenoxy)-3-isopropyl-1-methylpyridin-2(1H)-one NC1=CC(=C(OC=2C=C(C(N(C2)C)=O)C(C)C)C(=C1)Cl)Cl